(5-chloro-4-(1-(cyclopropanesulfonyl)-1H-pyrazol-4-yl)pyrimidin-2-yl)-2-(2-(methylsulfonyl)ethyl)-2H-indazol-6-amine ClC=1C(=NC(=NC1)C=1N(N=C2C=C(C=CC12)N)CCS(=O)(=O)C)C=1C=NN(C1)S(=O)(=O)C1CC1